tert-butyl (R)-(1-(3-fluoro-1H-indazol-4-yl)propan-2-yl)carbamate FC1=NNC2=CC=CC(=C12)C[C@@H](C)NC(OC(C)(C)C)=O